Cl\C(=C/[C@@H]1C([C@@H]1C(=O)OCC1=C(C(=C(C(=C1F)F)OC)F)C)(C)C)\C(F)(F)F 4-methoxy-2-methyl-3,5,6-trifluorobenzyl (1R)-cis-3-[(Z)-2-chloro-3,3,3-trifluoro-1-propenyl]-2,2-dimethylcyclopropanecarboxylate